CN1CCN(CC1)C1CC2=C(N(N=C2CC1)C1=NC=C(C=C1)C(F)(F)F)O 5-(4-methylpiperazin-1-yl)-2-(5-(trifluoromethyl)pyridin-2-yl)-4,5,6,7-tetrahydro-2H-indazole-3-ol